NC1=C2C(=C(C=3C(C4=CC=CC=C4C(C13)=O)=O)N)C(NC2=O)=O 1,4-diaminoanthraquinone-2,3-dicarboximide